ClC1=CC=C2C(=NC(N(C2=C1)C1CC(CCC1)O)=O)NC 7-chloro-1-(3-hydroxycyclohexyl)-4-(methylamino)quinazolin-2(1H)-one